ClC1=CC=C2C(=CNC2=C1)S(=O)(=O)NC1=NC=C(C(=N1)OC)SC(F)F 6-chloro-N-[5-(difluoromethylsulfanyl)-4-methoxy-pyrimidin-2-yl]-1H-indole-3-sulfonic acid amide